NCC(=O)OCCCCC(=O)[O-] 5-[(2-aminoacetyl)oxy]pentanoate